C(CCCCCCC)[Si](OCC)(OCC)OCC Octyltriethoxysilan